FC(CN1N=CC=2C1=NC(=CN2)N2C(CC1(CNC1)CC2)=O)F 7-(1-(2,2-difluoroethyl)-1H-pyrazolo[3,4-b]pyrazin-6-yl)-2,7-diazaspiro[3.5]nonan-6-one